N-(1H-INDAZOL-4-YL)-1-(5-(TRIFLUOROMETHYL)PYRIDIN-2-YL)-1H-PYRAZOLE-4-SULFONAMIDE N1N=CC2=C(C=CC=C12)NS(=O)(=O)C=1C=NN(C1)C1=NC=C(C=C1)C(F)(F)F